C1(CC1)C1=CC=2N(C(=C1)N1C(CCC1)=O)N=C(C2)CNC(OC(C)(C)C)=O tert-butyl ((5-cyclopropyl-7-(2-oxopyrrolidin-1-yl)pyrazolo[1,5-a]pyridin-2-yl)methyl)carbamate